[N+](=O)([O-])C1=CC=C(C2=CC=CC=C12)OC1=C(C=CC=C1)O ((4-nitronaphthalen-1-yl)oxy)phenol